S1C=NC2=C1C=CC(=C2)C=2C=C(C=CC2)NC(C=C)=O N-[3-(1,3-benzothiazol-5-yl)phenyl]prop-2-enamide